ClC=1N=CC=C2CCN(CC12)C1=CC=2N=C(N(C(C2C(=N1)C1=C(C=C(C=C1)Cl)F)=O)C)C 7-(8-chloro-3,4-dihydro-2,7-naphthyridin-2(1H)-yl)-5-(4-chloro-2-fluorophenyl)-2,3-dimethylpyrido[4,3-d]pyrimidin-4(3H)-one